(R)-N-(3-(1-((2-amino-5-chloropyridin-3-yl)oxy)ethyl)-phenyl)-6-(trifluoromethyl)-picolinamide NC1=NC=C(C=C1O[C@H](C)C=1C=C(C=CC1)NC(C1=NC(=CC=C1)C(F)(F)F)=O)Cl